C1(CC1)C1=C(C(=NO1)C1=C(C=CC=C1Cl)Cl)/C=C/C1CC2(CN(C2)C=2C=C3C(=CC=NC3=CC2)C(F)(F)F)C1 (E)-6-(6-(2-(5-Cyclopropyl-3-(2,6-dichlorophenyl)isoxazol-4-yl)vinyl)-2-azaspiro[3.3]heptan-2-yl)-4-(trifluoromethyl)chinolin